1-butyl-3-methylimidazolium furancarboxylate O1C(=CC=C1)C(=O)[O-].C(CCC)N1C=[N+](C=C1)C